tert-butyl ((5-methyl-1,2,3,4-tetrahydroquinolin-3-yl)methyl)carbamate CC1=C2CC(CNC2=CC=C1)CNC(OC(C)(C)C)=O